tert-butyl 9-(4-amino-5-(4-fluorophenyl)-7-methyl-7H-pyrrolo[2,3-d]pyrimidin-6-yl)-3-azaspiro[5.5]undec-8-ene-3-carboxylate NC=1C2=C(N=CN1)N(C(=C2C2=CC=C(C=C2)F)C2=CCC1(CCN(CC1)C(=O)OC(C)(C)C)CC2)C